3,3-Difluorocyclopentyl 4-methyl-2-((S)-3-((7-(5-methyl-1,2,4-oxadiazol-3-yl)isoquinolin-1-yl)amino)-6-(methylamino)hexanamido)thiazole-5-carboxylate CC=1N=C(SC1C(=O)OC1CC(CC1)(F)F)NC(C[C@H](CCCNC)NC1=NC=CC2=CC=C(C=C12)C1=NOC(=N1)C)=O